3-methyl-5-(N-(4-nitrophenyl)-N-phenethylsulfamoyl)benzofuran-2-carboxylic acid CC1=C(OC2=C1C=C(C=C2)S(N(CCC2=CC=CC=C2)C2=CC=C(C=C2)[N+](=O)[O-])(=O)=O)C(=O)O